FC(C=1N=NN(N1)[C@H](C1CCN(CC1)C(=O)C1=NC=CC(=C1)C=1OC2=C(N1)C=C(C=C2)NC(C(C)C([2H])([2H])[2H])=O)C2=CC=CC=C2)F |r| N-[2-[2-[4-[(R/S)-[5-(difluoromethyl)tetrazol-2-yl]-phenyl-methyl]piperidine-1-carbonyl]-4-pyridyl]-1,3-benzoxazol-5-yl]-2-(trideuteriomethyl)propanamide